3,3',4,4'-tetramethoxybenzophenone COC=1C=C(C(=O)C2=CC(=C(C=C2)OC)OC)C=CC1OC